5-(4-((2-(4-((3-(oxazol-4-ylmethyl)-5-(trifluoromethoxy)benzyl)amino)butoxy)ethyl)amino)-1H-indazol-6-yl)pyridazin-3-ol O1C=NC(=C1)CC=1C=C(CNCCCCOCCNC2=C3C=NNC3=CC(=C2)C=2C=C(N=NC2)O)C=C(C1)OC(F)(F)F